ClC=1N=CC2=C(N1)C(=NN2C([2H])([2H])[2H])C=2CCOCC2 5-chloro-3-(3,6-dihydro-2H-pyran-4-yl)-1-(methyl-d3)-1H-pyrazolo[4,3-d]pyrimidine